CC=1C=NC(=NC1NC1=NNC(=C1)C)SC 5-methyl-6-((5-methyl-1H-pyrazol-3-yl)amino)-2-(methylthio)pyrimidin